COCCC(C(=O)O)C 2-(2-methoxyethyl)propionic acid